silver (I)-silver (III)-monoxide [O-2].[Ag+3].[Ag+]